COC=1C=C(C=CC1)N1N=NC(=C1)CN1C(O[C@]2(C1)C[C@H](CCC2)CN2C=NC1=C2C=C(C=C1)C#N)=O 1-{[(5S,7S)-3-({1-[3-(methyloxy)phenyl]-1H-1,2,3-triazol-4-yl}methyl)-2-oxo-1-oxa-3-azaspiro[4.5]dec-7-yl]methyl}-1H-benzimidazole-6-carbonitrile